CCCCCCCCCCCCCCCCOC[C@H](COP(=O)([O-])OCC[N+](C)(C)C)OC(=O)CCC/C=C\C/C=C\C/C=C\C/C=C\C/C=C\CC 1-hexadecyl-2-(5Z,8Z,11Z,14Z,17Z-eicosapentaenoyl)-sn-glycero-3-phosphocholine